(6-(2-chloro-5-fluoropyrimidin-4-yl)-4-isopropylquinolin-3-yl)methanol ClC1=NC=C(C(=N1)C=1C=C2C(=C(C=NC2=CC1)CO)C(C)C)F